CC1=CC=2N(N=C1N1CC=3C=C(C=NC3CC1)C(F)(F)F)C(C=C(N2)C(F)(F)F)=O 8-methyl-2-(trifluoromethyl)-7-(3-(trifluoromethyl)-7,8-dihydro-1,6-naphthyridin-6(5H)-yl)-4H-pyrimido[1,2-b]pyridazin-4-one